4-chloro-2-(2,3-dihydroxypropyl)-5-((R)-3-((4-(1,3,5-trimethyl-1H-pyrazol-4-yl)pyridin-2-yl)oxy)pyrrolidin-1-yl)pyridazin-3(2H)-one ClC=1C(N(N=CC1N1C[C@@H](CC1)OC1=NC=CC(=C1)C=1C(=NN(C1C)C)C)CC(CO)O)=O